(E)-3-(ethoxycarbonyl)-4-(m-tolyl)but-3-enoic Acid C(C)OC(=O)\C(\CC(=O)O)=C\C=1C=C(C=CC1)C